N(=[N+]=[N-])[C@@H]1[C@](CC2=CC(=CC=C2)Br)(C=CC=C1F)F |r| (+/-)-1-((1S,2S)-2-azido-1,3-difluorobenzyl)-3-bromobenzene